1-chloro-2-fluorosulfonyloxy-5-oxo-6,7,8,9-tetrahydrobenzo[7]annulene ClC1=C(C=CC2=C1CCCCC2=O)OS(=O)(=O)F